5-((6-(5-(((5-cyclopropyl-1,2,4-oxadiazol-3-yl)oxy)methyl)-1-methyl-1H-1,2,3-triazol-4-yl)-2-methylpyridin-3-yl)oxy)octahydropentalene-1-carboxylic acid C1(CC1)C1=NC(=NO1)OCC1=C(N=NN1C)C1=CC=C(C(=N1)C)OC1CC2CCC(C2C1)C(=O)O